CC1=CN=C(S1)C=1C=C(C(=O)N[C@H](C)C=2C=NC(=NC2)C(F)(F)F)C=C(C1)OC[C@@H]1CNC(CO1)=O 3-(5-methyl-1,3-thiazol-2-yl)-5-{[(2S)-5-oxomorpholin-2-yl]methoxy}-N-{(1R)-1-[2-(trifluoromethyl)pyrimidin-5-yl]ethyl}benzamide